FC1(CC(CC1)C1=C(OC2(CC2)C(=O)NS(=O)(=O)C2=NC(=CC=C2)F)C=C(C=C1)C)F 1-(2-(3,3-difluorocyclopentyl)-5-methylphenoxy)-N-((6-fluoropyridin-2-yl)sulfonyl)cyclopropane-1-carboxamide